BrC1=C(C=C(C=C1)[C@@H](C(F)(F)F)N[S@](=O)C(C)(C)C)OC (R)-N-[(1S)-1-(4-bromo-3-methoxy-phenyl)-2,2,2-trifluoro-ethyl]-2-methyl-propane-2-sulfinamide